N-tert-butoxycarbonyl-tryptophane C(C)(C)(C)OC(=O)N[C@@H](CC1=CNC2=CC=CC=C12)C(=O)O